CNC(=O)C=1N=NN(C1)CCCCC=1N=NC(=CC1)NC(CC1=CC(=CC=C1)N1CCOCC1)=O N-methyl-1-[4-(6-{2-[3-(morpholin-4-yl)phenyl]acetamido}pyridazin-3-yl)butyl]-1H-1,2,3-triazole-4-carboxamide